3-(5-(((1S,2S)-2-(((1-isopropyl-1H-pyrazol-4-yl)methyl)amino)cyclohexyl)oxy)-1-oxoisoindolin-2-yl)piperidine-2,6-dione C(C)(C)N1N=CC(=C1)CN[C@@H]1[C@H](CCCC1)OC=1C=C2CN(C(C2=CC1)=O)C1C(NC(CC1)=O)=O